5-(3-(Difluoromethoxy)phenyl)-2-methyl-N-(3-(piperidin-1-ylmethyl)-1,2,4-thiadiazol-5-yl)furan-3-carboxamide FC(OC=1C=C(C=CC1)C1=CC(=C(O1)C)C(=O)NC1=NC(=NS1)CN1CCCCC1)F